ClC1=CC=C(S1)CNC1=C(C(=NN1)C1CCN(CC1)C(=O)N1CCOCC1)C#N 5-{[(5-chlorothiophen-2-yl)methyl]amino}-3-[1-(morpholine-4-carbonyl)piperidin-4-yl]-1H-pyrazole-4-carbonitrile